CC1=NOC(=C1C(=O)NC1=CNC2=CC=C(C=C12)O[C@@H]1C[C@H](C1)C1=CC=C(C=C1)C(F)(F)F)C 3,5-dimethyl-N-(5-(trans-3-(4-(trifluoromethyl)phenyl)cyclobutoxy)-1H-indol-3-yl)isoxazole-4-carboxamide